5-((2-(3-(4-(4-(8-(3,5-difluoro-4-(morpholinomethyl)phenyl)quinoxalin-2-yl)-1H-pyrazol-1-yl)piperidin-1-yl)-3-oxopropoxy)ethyl)amino)-2-(2,6-dioxopiperidin-3-yl)isoindoline-1,3-dione FC=1C=C(C=C(C1CN1CCOCC1)F)C=1C=CC=C2N=CC(=NC12)C=1C=NN(C1)C1CCN(CC1)C(CCOCCNC=1C=C2C(N(C(C2=CC1)=O)C1C(NC(CC1)=O)=O)=O)=O